2-fluoro-6-((3-fluoroazetidin-1-yl)methyl)benzonitrile FC1=C(C#N)C(=CC=C1)CN1CC(C1)F